FCCCN1CC(C1)CC=1SC(=CN1)[C@H]1N([C@@H](CC2=C1NC1=CC=CC=C21)C)CC(F)(F)F 2-((1-(3-Fluoropropyl)azetidin-3-yl)methyl)-5-((1S,3R)-3-methyl-2-(2,2,2-trifluoroethyl)-2,3,4,9-tetrahydro-1H-pyrido[3,4-b]indol-1-yl)thiazole